BrC=1C(=C2C(=NC1)NC(=N2)C2=C(N(C(=C2)C)C2=CC=C(C(=O)N(C)CCN(C)C)C=C2)C)N[C@@H]2CN(CC2)S(=O)(=O)CC (S)-4-(3-(6-Bromo-7-((1-(ethylsulfonyl)pyrrolidin-3-yl)amino)-3H-imidazo[4,5-b]pyridin-2-yl)-2,5-dimethyl-1H-pyrrol-1-yl)-N-(2-(dimethylamino)ethyl)-N-methylbenzamid